O1C(COC2=C1C=CC=C2)CN2CC(CCC2)(C)C(C)(C)OC 1-(2,3-dihydrobenzo[1,4]dioxin-2-ylmethyl)-3-(1-methoxy-1-methylethyl)-3-methylpiperidin